ClC1=C(C=CC=C1)NC(C1=CC=C(C=C1)OC)=O N-(2-chlorophenyl)-4-methoxybenzamide